C[S+](C1=C(C=CC=C1)C(C1=CC=CC=C1)=O)C dimethyl-(o-benzoylphenyl)sulfonium